2-bromo-N,N-dimethylthiazole-4-carboxamide BrC=1SC=C(N1)C(=O)N(C)C